ClC1=NC=2N(C(=C1)N1CCOCC1)N=C(C2)C(=O)NC2CC(C2)(F)F 5-chloro-N-(3,3-difluorocyclobutyl)-7-morpholino-pyrazolo[1,5-a]pyrimidine-2-carboxamide